methoxyphenyl-triazine silver silver chloride [Ag]Cl.[Ag].COC=1C(=NN=NC1)C1=CC=CC=C1